5-(4-fluorophenyl)-5-hydroxy-N-(4-methylphenyl)-octahydrocyclopenta[c]pyrrole-2-carboxamide FC1=CC=C(C=C1)C1(CC2C(CN(C2)C(=O)NC2=CC=C(C=C2)C)C1)O